6-chloroimidazo[1,5-a]pyridine-5-carboxylic acid ethyl ester C(C)OC(=O)C1=C(C=CC=2N1C=NC2)Cl